N[C@H]1[C@@H](CNC(C1)=O)NC(OC(C)(C)C)=O tert-butyl ((trans)-4-amino-6-oxopiperidin-3-yl)carbamate